COC(C1=C(C(=C(C(=C1)Br)F)I)N)=O amino-5-bromo-4-fluoro-3-iodobenzoic acid methyl ester